2-(1,7-dimethyl-1H-indazol-5-yl)-7-[(3S)-3-methylpiperazin-1-yl]-4H-pyrido[1,2-a]pyrimidin-4-one CN1N=CC2=CC(=CC(=C12)C)C=1N=C2N(C(C1)=O)C=C(C=C2)N2C[C@@H](NCC2)C